NC1=CC=C2C(=N1)C(=CS2)C2=C(C=C1C(=NC(=NC1=C2F)OC[C@]21CCCN1C[C@@H](C2)F)N2CCC(CCC2)C(=O)O)Cl 1-(7-(5-aminothieno[3,2-b]pyridin-3-yl)-6-chloro-8-fluoro-2-(((2R,7aS)-2-fluorotetrahydro-1H-pyrrolizin-7a(5H)-yl)methoxy)quinazolin-4-yl)azepane-4-carboxylic acid